N-((S)-1-(2-((S)-2-Cyanopyrrolidin-1-yl)-2-oxoethyl)pyrrolidin-3-yl)benzofuran-6-carboxamid C(#N)[C@H]1N(CCC1)C(CN1C[C@H](CC1)NC(=O)C1=CC2=C(C=CO2)C=C1)=O